ethyl 1,2,3-triazine-5-carboxylate N1=NN=CC(=C1)C(=O)OCC